1-(p-tolyl)pyrrolidin C1(=CC=C(C=C1)N1CCCC1)C